N[C@@H](C(=O)N1CC(C1)(C)OC)CC=1C=NC=CC1OC (2R)-2-amino-1-(3-methoxy-3-methyl-azetidin-1-yl)-3-(4-methoxy-3-pyridyl)propan-1-one